C1(CCCC1)C1=C(C=C(COC=2C=C3C=CN(C3=C(C2)C)CCCC#N)C=C1)C(F)(F)F 4-(5-((4-cyclopentyl-3-(trifluoromethyl)benzyl)oxy)-7-methyl-1H-indol-1-yl)butyronitrile